tert-butyl (12aR)-10-chloro-9-(2-chloro-6-hydroxyphenyl)-8-(difluoromethoxy)-3,4,12,12a-tetrahydro-6H-pyrazino[2,1-c][1,4]benzooxazepine-2(1H)-carboxylate ClC1=C(C(=CC=2CN3[C@@H](COC21)CN(CC3)C(=O)OC(C)(C)C)OC(F)F)C3=C(C=CC=C3O)Cl